COC(=O)C=1C=CC2=C(N(C(=N2)CN2CCC3=C(CC2)C=C(C=C3)OCCC3=CC=C(C=C3)Cl)CC3OCC3)C1 ((7-(4-chlorophenylethoxy)-1,2,4,5-tetrahydro-3H-benzo[d]azepin-3-yl)methyl)-1-((oxetan-2-yl)methyl)-1H-benzo[d]imidazole-6-carboxylic acid methyl ester